(R)-5-amino-N-((5-cyclopropylpyrazin-2-yl)methyl)-N-(1-methoxypropan-2-yl)-1-((2-(trimethylsilyl)ethoxy)methyl)-6,8-dihydro-1H-furo[3,4-d]pyrrolo[3,2-b]pyridine-2-carboxamide NC1=C2C(=C3C(=N1)C=C(N3COCC[Si](C)(C)C)C(=O)N([C@@H](COC)C)CC3=NC=C(N=C3)C3CC3)COC2